COC1=CC=C(CN2CC(NCC2)C2=C(CN3CCOCC3)C=CC=C2)C=C1 (2-(4-(4-methoxybenzyl)piperazin-2-yl)benzyl)morpholine